1-propansulfonyl chloride C(CC)S(=O)(=O)Cl